CN(C/C=C/C(=O)N1CC(N(CC1)C=1SC(=C(C1)C)C)=O)C (e)-4-(4-(dimethylamino)but-2-enoyl)-1-(4,5-dimethylthiophen-2-yl)piperazin-2-one